ClC=1C=C2CO[C@]3(O[C@@H]([C@H]([C@@H]([C@H]3O)O)O)C)C2=CC1CC=1SC(=C(C1)C)CC (1S,3'R,4'S,5'S,6'R)-5-chloro-6-((5-ethyl-4-methylthiophene-2-yl)methyl)-6'-methyl-3',4',5',6'-tetrahydro-3H-spiro[isobenzofuran-1,2'-pyran]-3',4',5'-triol